C[C@@H]1CNCC[C@@H]1NC1=CC=C(C=C1)OC(F)(F)F (3r,4s)-3-methyl-N-[4-(trifluoromethoxy)phenyl]piperidin-4-amine